N,N-bis(triisopropylsilyl)octadecylamine C(C)(C)[Si](N([Si](C(C)C)(C(C)C)C(C)C)CCCCCCCCCCCCCCCCCC)(C(C)C)C(C)C